4-bromo-N-(5-(3-chloro-1-methyl-1H-pyrrol-2-yl)-1,3,4-thiadiazol-2-yl)-3-methoxy-2-oxo-2H-pyran-6-carboxamide BrC1=C(C(OC(=C1)C(=O)NC=1SC(=NN1)C=1N(C=CC1Cl)C)=O)OC